[Cl-].CC[N+](C)(C)CCCOC(C=C)=O methyl-acryloyloxypropyl-trimethyl-ammonium chloride